The molecule is a hydroxy fatty acid ascaroside anion resulting from the deprotonation of the carboxy group of oscr#3. The conjugate base of oscr#3 and the major species at pH 7.3. It is a conjugate base of an oscr#3. C[C@H]1[C@@H](C[C@H]([C@@H](O1)OCCCCCC/C=C/C(=O)[O-])O)O